(2-hydroxyethyl-pentaerythritol) diacrylate C(C=C)(=O)O.C(C=C)(=O)O.OCCC(O)C(CO)(CO)CO